tert-Butyl (2R,5S)-4-benzyl-5-(2-hydroxyethyl)-2-methyl-piperazine-1-carboxylate C(C1=CC=CC=C1)N1C[C@H](N(C[C@@H]1CCO)C(=O)OC(C)(C)C)C